BrC1=CC(=C(N(C1=O)CC1=CC=C(C=C1)OC)C(=O)N(C)OC)C 5-bromo-N-methoxy-1-(4-methoxybenzyl)-N,3-dimethyl-6-oxo-1,6-dihydropyridine-2-carboxamide